ClC=1C=C(C=CC1)[C@@H]1N(OCC1)C1=CC(=NC=N1)NC=1C(=CC(=C(C1)NC(C=C)=O)N1C[C@@H](CC1)N1CCOCC1)OC N-(5-((6-((R)-3-(3-chlorophenyl)isoxazolidine-2-yl)pyrimidine-4-yl)amino)-4-methoxy-2-((R)-3-morpholinopyrrolidine-1-yl)phenyl)acrylamide